(3-(6-(tert-butyl)pyridazin-3-yl)phenyl)-8-chloro-N-methyl-[1,2,4]triazolo[4,3-a]quinazolin-5-amine C(C)(C)(C)C1=CC=C(N=N1)C=1C=C(C=CC1)C1=NN=C2N1C1=CC(=CC=C1C(=N2)NC)Cl